O=C1NC(CCC1C1=NN(C2=C(C=CC=C12)OCC(=O)N[C@H](C)C1=CC=C(C=C1)F)C)=O 2-((3-(2,6-Dioxopiperidin-3-yl)-1-methyl-1H-indazol-7-yl)oxy)-N-((R)-1-(4-fluorophenyl)ethyl)acetamide